5-(benzyl(methyl)amino)-N-(3-(difluoromethoxy)phenyl)-7-(1H-pyrazol-4-yl)pyrazolo[1,5-a]pyrimidine-2-carboxamide C(C1=CC=CC=C1)N(C1=NC=2N(C(=C1)C=1C=NNC1)N=C(C2)C(=O)NC2=CC(=CC=C2)OC(F)F)C